Cl.C(C1=CC=CC=C1)NCCC1CCNCC1 N-benzyl-2-(piperidin-4-yl)ethanamine hydrochloride